2'-(2-((5-(6-Ethyl-2,6-diazaspiro[3.3]heptan-2-yl)pyridin-2-yl)amino)-5-fluoropyrimidin-4-yl)-5'-methyl-5',6'-dihydro-4'H-spiro[cyclohexane-1,7'-thieno[3,2-c]pyridin]-4'-oneON C(C)N1CC2(CN(C2)C=2C=CC(=NC2)NC2=NC=C(C(=N2)C2=CC=3C(N(CC4(C3S2)CC(CCC4)=O)C)=O)F)C1